O1C(=NC=C1)CC(=O)N1C(CCC1)C(=O)NC(C1=CC=C(C=C1)C(C)C)C1=CC=CC=C1 1-[2-(1,3-oxazol-2-yl)acetyl]-N-{phenyl[4-(propan-2-yl)phenyl]methyl}pyrrolidine-2-carboxamide